8-(2-Chloroacetyl)-7-methyl-4-((5-(naphthalen-1-yl)furan-2-yl)methyl)-1-thia-4,8-diazaspiro[4.5]decan-3-one ClCC(=O)N1C(CC2(N(C(CS2)=O)CC=2OC(=CC2)C2=CC=CC3=CC=CC=C23)CC1)C